C(C)C(COCCCOCCCO)CCCCCCC 3-(3-((2-ethylnonyl)oxy)propoxy)propan-1-ol